2-chloro-N-[4-[chloro(difluoro)methoxy]phenyl]-1-methyl-6-oxo-pyridine-4-carboxamide ClC=1N(C(C=C(C1)C(=O)NC1=CC=C(C=C1)OC(F)(F)Cl)=O)C